NC=1C(=NON1)C(=O)N[C@H](C(=O)NC=1C(N(C=CC1)CC(=O)NC12CC(C1)C2)=O)CCC(C(=O)NCC)=O (S)-2-(4-amino-1,2,5-oxadiazole-3-carboxamido)-N1-(1-(2-(bicyclo[1.1.1]pentan-1-ylamino)-2-oxoethyl)-2-oxo-1,2-dihydropyridin-3-yl)-N6-ethyl-5-oxohexanediamide